N-(5-(2-(1-cyclopropylethyl)-7-(diethylphosphoryl)-1-oxoisoindolin-5-yl)-4-methylthiazol-2-yl)acetamide C1(CC1)C(C)N1C(C2=C(C=C(C=C2C1)C1=C(N=C(S1)NC(C)=O)C)P(=O)(CC)CC)=O